FC1=C(C=CC(=C1)F)CCC(=O)N1CC2=CC=CC=C2C(C1)C=1C=NN(C1C)C 3-(2,4-difluorophenyl)-1-[4-(1,5-dimethylpyrazol-4-yl)-3,4-dihydro-1H-isoquinolin-2-yl]propan-1-on